N-(2-(dibenzo[b,d]furan-4-yl)phenyl)-[1,1'-biphenyl]-4-amine C1=CC=C(C=2OC3=C(C21)C=CC=C3)C3=C(C=CC=C3)NC3=CC=C(C=C3)C3=CC=CC=C3